ClC1=C(C(=O)OC(C(=O)OCC=C)(C)C)C=C(C(=C1)F)[N+](=O)[O-] 1-(allyloxy)-2-methyl-1-oxopropan-2-yl 2-chloro-4-fluoro-5-nitrobenzoate